FC(C=[N+]=[N-])(F)F 2,2,2-trifluorodiazoethane